C(CCCCC)C(=C)CCCCCCCCCC 2-hexyl-1-dodecene